OCCCNC(=O)C1=CC(=CN1C)NC(=O)C1=CC(=CN1C)NC(=O)C1=CC(=CN1C)NC(OC(C)(C)C)=O tert-butyl (5-((5-((5-((3-hydroxypropyl)carbamoyl)-1-methyl-1H-pyrrol-3-yl)carbamoyl)-1-methyl-1H-pyrrol-3-yl)carbamoyl)-1-methyl-1H-pyrrol-3-yl)carbamate